Tertbutyl ((4-(2-((3S)-7-(3-chloro-2-fluoro-6-(1H-tetrazol-1-yl)phenyl)-5-oxo-1,2,3,5,8,8a-hexahydroindolizin-3-yl)-1H-imidazol-5-yl)-3-fluoropyridin-2-yl)methyl)carbamate ClC=1C(=C(C(=CC1)N1N=NN=C1)C1=CC(N2[C@@H](CCC2C1)C=1NC(=CN1)C1=C(C(=NC=C1)CNC(OC(C)(C)C)=O)F)=O)F